O=C1N(CCC1)C(C#N)CC 2-(2-oxopyrrolidin-1-yl)-butyronitrile